4-((1S)-1-{[4-(4-chlorobenzyl)-2-methyl-4H-thieno[3,2-b]pyrrole-3-carbonyl]amino}ethyl)benzoic acid ClC1=CC=C(CN2C3=C(C=C2)SC(=C3C(=O)N[C@@H](C)C3=CC=C(C(=O)O)C=C3)C)C=C1